N,N',N'',N'''-Tetrakis(tert-butyloxycarbonyl)-6-carboxy-1,4,8,11-tetraazaundecane C(C)(C)(C)OC(=O)NCCN(CC(CN(CCNC(=O)OC(C)(C)C)C(=O)OC(C)(C)C)C(=O)O)C(=O)OC(C)(C)C